C(C)C1=NN(C2=C1C(NCC1(CCOCC1)C2)=O)C[C@H](COC(C2=CC(=CC=C2)C(=O)N2CCCCC2)=O)C 3-(piperidine-1-carbonyl)benzoic acid [(2R)-3-(3-ethyl-4-oxo-spiro[6,8-dihydro-5H-pyrazolo[4,3-c]azepin-7,4'-tetrahydropyran]-1-yl)-2-methyl-propyl] ester